OC1=C(C(=C(C=C1)C=1C(CC(NN1)=O)C)OCOC)C 6-[4-hydroxy-2-(methoxymethyloxy)-3-methylphenyl]-5-methyl-4,5-dihydro-2H-pyridazin-3-one